pentan-1-yl carbonochloridate C(OCCCCC)(=O)Cl